OC=1C(=CC2=C(C=C(C=C2C1)S(=O)(=O)O)S(=O)(=O)O)C(=O)O 3-hydroxy-6,8-disulfo-2-naphthoic acid